2-(1-(2-(4-(4-((2,6-dioxopiperidin-3-yl)amino)phenyl)piperidin-1-yl)acetyl)piperidin-4-yl)-6-isopropoxy-N-(6-(trifluoromethyl)pyridin-2-yl)-2H-indazole-5-carboxamide O=C1NC(CCC1NC1=CC=C(C=C1)C1CCN(CC1)CC(=O)N1CCC(CC1)N1N=C2C=C(C(=CC2=C1)C(=O)NC1=NC(=CC=C1)C(F)(F)F)OC(C)C)=O